ClC1=CC(=C(C=C1)C1(OC2=C(O1)C=CC=C2C2CCN(CC2)CC(=O)N/N=C/N(C)C)C)F (E)-N'-(2-(4-(2-(4-chloro-2-fluorophenyl)-2-methylbenzo[d][1,3]dioxol-4-yl)piperidin-1-yl)acetyl)-N,N-dimethylformohydrazonamide